3,5-bistrifluoromethyl-benzyl bromide FC(C=1C=C(CBr)C=C(C1)C(F)(F)F)(F)F